4,4'-(phenylphosphinidene)bis(benzenesulfonic acid) dipotassium salt hydrate O.[K+].[K+].C1(=CC=CC=C1)P(C1=CC=C(C=C1)S(=O)(=O)[O-])C1=CC=C(C=C1)S(=O)(=O)[O-]